N1C(=CC2=CC=CC=C12)C(=O)N[C@@H]1CN(CC1)C(=O)OC(C)(C)C tert-butyl (3S)-3-[(1H-indol-2-ylcarbonyl)amino]pyrrolidine-1-carboxylate